CN(CCOC=1C=CC(=C(C1)C=1C=CC=C2C=NC(=NC12)NC=1C=NC(=CC1)N1CCNCC1)F)C 8-(5-(2-(dimethylamino)ethoxy)-2-fluorophenyl)-N-(6-(piperazin-1-yl)pyridin-3-yl)quinazolin-2-amine